1-[(1S)-5-bromo-3,3-dimethyl-2,3-dihydro-1H-inden-1-yl]-4-{[(4S)-2,2-dimethyl-1,3-dioxolan-4-yl]methyl}piperazine BrC=1C=C2C(C[C@@H](C2=CC1)N1CCN(CC1)C[C@@H]1OC(OC1)(C)C)(C)C